8-Methyl-10-(1-((6-methyl-2-(2-methyl-2H-tetrazol-5-yl)pyridin-3-yl)amino)ethyl)-4,5-dihydro-3H,6H-2,2a,5a-triazaaceanthrylen-6-one CC=1C=C2C(N3CCCN4N=CC(C2=C(C1)C(C)NC=1C(=NC(=CC1)C)C=1N=NN(N1)C)=C43)=O